(hydroxymethyl)-3-methoxytetrahydro-2H-pyran-2-carboxamide OCC1(OCCCC1OC)C(=O)N